N-(4'-hydroxy-3'-methoxy-(E)-cinnamoyl)-5-hydroxyanthranilic acid OC1=C(C=C(/C=C/C(=O)NC=2C(C(=O)O)=CC(=CC2)O)C=C1)OC